BrC=1C=C(C=NC1Cl)S(=O)(=O)NC 5-bromo-6-chloro-N-methyl-pyridine-3-sulfonamide